4-amino-N-((1R)-1-(2-pyrimidinyl)ethyl)-N-((5-(trifluoromethyl)-2-pyridinyl)methyl)-1,3-dihydrofuro[3,4-c]quinoline-8-carboxamide NC1=NC=2C=CC(=CC2C2=C1COC2)C(=O)N(CC2=NC=C(C=C2)C(F)(F)F)[C@H](C)C2=NC=CC=N2